{3-[(2S)-pyrrolidin-2-ylmethoxy]pyridin-4-yl}-1H,5H,6H,7H-pyrrolo[3,2-c]pyridin-4-one N1[C@@H](CCC1)COC=1C=NC=CC1N1C=CC=2C(NCCC21)=O